trans-octenoyl-CoA C(\C=C\CCCCC)(=O)SCCNC(CCNC([C@@H](C(COP(OP(OC[C@@H]1[C@H]([C@H]([C@@H](O1)N1C=NC=2C(N)=NC=NC12)O)OP(=O)(O)O)(=O)O)(=O)O)(C)C)O)=O)=O